rac-(1r,2r,4s,5r,6s)-N-(4-chloro-3-(trifluoromethyl)phenyl)-6-hydroxy-4-(1-methyl-3-(trifluoromethyl)-1H-pyrazol-4-yl)-8-oxatricyclo[3.2.1.02,4]octane-2-carboxamide ClC1=C(C=C(C=C1)NC(=O)[C@]12[C@H]3C[C@@H]([C@@H]([C@@]2(C1)C=1C(=NN(C1)C)C(F)(F)F)O3)O)C(F)(F)F |r|